COC1=CC=C(C=C1)C(C)(CC(C)(C)C)C 1-methoxy-4-(2,4,4-trimethylpentan-2-yl)benzene